bis(2-chlorophenyl)-2,5-dicarboxy-1,4-benzoquinone diimine ClC1=C(C=CC=C1)C1=C(C(C(=C(C1=N)C(=O)O)C1=C(C=CC=C1)Cl)=N)C(=O)O